ClC=1C=C2N(C(N1)=O)C[C@@H]1N2COC1 (S)-6-chloro-10,10a-dihydro-1H-oxazolo[3',4':3,4]imidazo[1,2-c]pyrimidin-8(3H)-one